C(CCC)C1=NC=2C(=C3C(=[N+](C2)[O-])C=C(S3)C)N1CC1CCOCC1 2-butyl-7-methyl-1-((tetrahydro-2H-pyran-4-yl)methyl)-1H-imidazo[4,5-d]thieno[3,2-b]pyridine-5-oxide